(E)-2-(4-chlorophenyl)-N'-(3,5-dimethoxybenzylidene)pyrimidine-4-carbohydrazide ClC1=CC=C(C=C1)C1=NC=CC(=N1)C(=O)N/N=C/C1=CC(=CC(=C1)OC)OC